(2R)-3-[(3R)-3-benzyloxybutoxy]-2-methyl-propan-1-ol C(C1=CC=CC=C1)O[C@@H](CCOC[C@@H](CO)C)C